BrC=1C(=C(C=C(C1)Cl)C(C(=O)OCC)C(C(C)C)=O)O[Si](C)(C)C(C)(C)C ethyl 2-(3-bromo-2-((tert-butyldimethylsilyl) oxy)-5-chlorophenyl)-4-methyl-3-oxopentanoate